ClC1=C2C(=CC=NC2=C(C(=C1)[N+](=O)[O-])O)N1CC(CCC1)F 5-chloro-4-(3-fluoropiperidin-1-yl)-7-nitroquinolin-8-ol